α-ethoxycyclohexyl acrylate C(C=C)(=O)OC1(CCCCC1)OCC